BrC=1C(=C(CN(C(OC(C)(C)C)=O)CCO)C=C(C1)F)O tert-Butyl (3-bromo-5-fluoro-2-hydroxybenzyl)(2-hydroxyethyl)carbamate